N-p-bromophenylheptanamide BrC1=CC=C(C=C1)NC(CCCCCC)=O